2,5-dihydro-isothiazol S1NC=CC1